N1C=NC2=C1C=CC(=C2)CCNC=2C1=C(N=CN2)C2=C(S1)N=C1C(=C2C(=O)O)COC(C1)(C)C 4-((2-(1H-benzo[d]imidazol-5-yl)ethyl)amino)-8,8-dimethyl-7,10-dihydro-8H-pyrano[3'',4'':5',6']pyrido[3',2':4,5]thieno[3,2-d]pyrimidine-11-carboxylic acid